tert-butyl 4-[7-(2-chloro-8-methyl-imidazo[1,2-b]pyridazin-6-yl)-5-oxo-thiazolo[3,2-a]pyrimidin-2-yl]piperidine-1-carboxylate ClC=1N=C2N(N=C(C=C2C)C=2N=C3N(C(C2)=O)C=C(S3)C3CCN(CC3)C(=O)OC(C)(C)C)C1